2-benzyl-N-[(1R,3S)-3-{[2-(trifluoromethyl)quinolin-4-yl]amino}cyclohexyl]prop-2-enamide C(C1=CC=CC=C1)C(C(=O)N[C@H]1C[C@H](CCC1)NC1=CC(=NC2=CC=CC=C12)C(F)(F)F)=C